2-(4-bromo-2-fluoroanilino)-3,4-difluorobenzamide BrC1=CC(=C(NC2=C(C(=O)N)C=CC(=C2F)F)C=C1)F